butyl-4-(hydroxy(pyridin-4-yl)methyl)-2-(2,2,2-trifluoroethyl)-1H-imidazole C(CCC)N1C(=NC(=C1)C(C1=CC=NC=C1)O)CC(F)(F)F